F[C@H]1[C@@H]2CC[C@H](C[C@H]1N(C=1N=CC(=NC1)C1=C(C=C(C=C1)C=1C=NN(C1)C=1C=NC=CC1)O)C)N2 2-(5-{[(1S,2S,3R,5R)-2-fluoro-8-azabicyclo[3.2.1]octan-3-yl](methyl)amino}pyrazin-2-yl)-5-[1-(pyridin-3-yl)-1H-pyrazol-4-yl]phenol